BrC1=CN(C=2N=CC=C(C21)NCC2=NC(=CC=C2)N2C[C@H](N[C@H](C2)C)C)S(=O)(=O)C2=CC=C(C)C=C2 3-Bromo-N-((6-((3R,5S)-3,5-dimethylpiperazin-1-yl)pyridin-2-yl)methyl)-1-tosyl-1H-pyrrolo[2,3-b]pyridin-4-amine